5-chloro-3-(methylthio)pyridinecarboxaldehyde ClC=1C=C(C(=NC1)C=O)SC